D-α-hydroxyisovalerate O[C@@H](C(=O)[O-])C(C)C